7-methyl-2-((4-(4-methylpiperazin-1-yl)phenyl)amino)quinazolin CC1=CC=C2C=NC(=NC2=C1)NC1=CC=C(C=C1)N1CCN(CC1)C